NC1=NC2=C(C=CC=C2C(=N1)C(=O)NCC1=C(C=CC=C1)C=1C=NC=CC1)OC 2-amino-8-methoxy-N-[[2-(3-pyridyl)phenyl]methyl]quinazoline-4-carboxamide